P1(=O)(OC2=C(C=C(C=C2C(C)(C)C)C(C)(C)C)CC2=C(C(=CC(=C2)C(C)(C)C)C(C)(C)C)O1)[O-].[K+] potassium [2,2'-methylenebis(4,6-di-tert-butylphenyl)] phosphate